O1COCC2=C1C=CC(=C2)C(=C2CC1(CNC1)C2)C2=CC1=C(OCOC1)C=C2 6-(Bis(4H-benzo[d][1,3]dioxin-6-yl)methylene)-2-azaspiro[3.3]heptane